5-amino-2-chloro-2'-isopropoxy-[1,1'-biphenyl] NC=1C=CC(=C(C1)C1=C(C=CC=C1)OC(C)C)Cl